(2R)-N-(4-(tert-butyl)phenyl)-N-(2-(3-(dimethylamino)azetidin-1-yl)-2-oxo-1-(pyridin-3-yl)ethyl)pyrrolidine-2-carboxamide C(C)(C)(C)C1=CC=C(C=C1)N(C(=O)[C@@H]1NCCC1)C(C(=O)N1CC(C1)N(C)C)C=1C=NC=CC1